N(=[N+]=[N-])CCOCCOCCOCC(COCC(=O)NCCNC1=C2C(N(C(C2=CC=C1)=O)C1C(NC(CC1)=O)=O)=O)(C)COCCOCCOCCN=[N+]=[N-] 1-azido-11-((2-(2-(2-azidoethoxy)ethoxy)ethoxy)methyl)-N-(2-((2-(2,6-dioxopiperidin-3-yl)-1,3-dioxoisoindolin-4-yl)amino)ethyl)-11-methyl-3,6,9,13-tetraoxapentadecan-15-amide